FC1(CCC(CC1)[C@@H](C=1N=C2N(N=CC(=N2)C2N(CCC(C2)OC)C(=O)OC(C)(C)C)C1)NC(=O)C=1N(N=CC1)C)F tert-Butyl 2-(6-{(S)-(4,4-difluorocyclohexyl)[(2-methylpyrazole-3-carbonyl)amino]-methyl}imidazo[1,2-b][1,2,4]triazin-3-yl)-4-methoxypiperidine-1-carboxylate